(2S,4R)-1-[(2S)-2-(4-cyclopropyltriazol-1-yl)-3,3-dimethyl-butanoyl]-4-hydroxy-N-[(5-pyrrolidin-1-yl-2-pyridyl)methyl]pyrrolidine-2-carboxamide C1(CC1)C=1N=NN(C1)[C@H](C(=O)N1[C@@H](C[C@H](C1)O)C(=O)NCC1=NC=C(C=C1)N1CCCC1)C(C)(C)C